1-((1-bromo-4-methoxynaphthalen-2-yl)(4-fluorophenyl)methylene)-2-phenylhydrazine BrC1=C(C=C(C2=CC=CC=C12)OC)C(=NNC1=CC=CC=C1)C1=CC=C(C=C1)F